O1C(OCC1)C=1C=CC(=NC1)C=1C=NC(=CC1)OC 5-(1,3-dioxolan-2-yl)-6'-methoxy-2,3'-bipyridine